ClC[C@H]1N(C=2C(C=CN(C2)C(=O)OC)=N1)CC1OCC1 methyl (S)-2-(chloromethyl)-3-(oxetan-2-ylmethyl)-3H-imidazo[4,5-d]pyridine-5-carboxylate